C(#N)C=1C(=NC(=NC1)NC1=C(C=CC(=C1)N1CCN(CC1)C)NC(C=C)=O)NC1=CC=CC=C1 N-(2-((5-cyano-4-(phenylamino)pyrimidin-2-yl)amino)-4-(4-methylpiperazin-1-yl)phenyl)acrylamide